5-bromo-6-methyl-1H-pyrrolo[3,2-b]pyridine BrC1=C(C=C2C(=N1)C=CN2)C